N-(3-fluoro-2-methyl-4-(6-(1-methyl-1H-pyrazol-4-yl)pyrrolo[2,1-f][1,2,4]triazin-4-yl)benzyl)-5-(1-methylcyclopropyl)-1,2,4-oxadiazole-3-carboxamide hydrochloride Cl.FC=1C(=C(CNC(=O)C2=NOC(=N2)C2(CC2)C)C=CC1C1=NC=NN2C1=CC(=C2)C=2C=NN(C2)C)C